IC=1N(C=2C=CC=C(C2C1C)N)CC(F)(F)F 2-iodo-3-methyl-1-(2,2,2-trifluoroethyl)-1H-indol-4-amine